diphenyl-[4-(triphenyl-silyl)phenyl]phosphine oxide C1(=CC=CC=C1)P(C1=CC=C(C=C1)[Si](C1=CC=CC=C1)(C1=CC=CC=C1)C1=CC=CC=C1)(C1=CC=CC=C1)=O